COC1=CC=C(CNC2=NC=C(C=3C2=NON3)NC(C(=O)O)=O)C=C1 2-((4-((4-methoxybenzyl)amino)-[1,2,5]oxadiazolo[3,4-c]pyridin-7-yl)amino)-2-oxoacetic acid